FC1=CC=C(C=C1)CC(NO)=N 2-(4-fluorophenyl)-N-hydroxyacetimidamide